[Mo+5].CC=1C=CC(=C(C1)N(S(=O)(=O)C1CC1)C)[N+](=O)[O-] N-(5-methyl-2-nitroPhenyl)-N-methylcyclopropanesulfonamide Molybdenum (V)